C(C=C)[C@H]1N(C(COC1)=O)C1=C(C=C(C(=N1)C(=O)OC)N)C(F)(F)F methyl 6-[(3R)-3-allyl-5-oxo-morpholin-4-yl]-3-amino-5-(trifluoromethyl)pyridine-2-carboxylate